[Na+].[Na+].[Na+].N1(CCN(CCN(CCNCC1)CC(=O)[O-])CC(=O)[O-])CC(=O)[O-] 1,4,7,10-tetraazacyclododecane-1,4,7-triacetic acid trisodium salt